phenethyl-piperidine nitrogen [N].C(CC1=CC=CC=C1)N1CCCCC1